2-HYDROXYTEREPHTHALALDEHYDE OC1=C(C=O)C=CC(=C1)C=O